(2S)-2-[ethyl-[(2S)-1-[(2S)-2-[methyl-[(2S,3S)-3-methyl-2-[[(2S)-4-methyl-2-(methylamino)pentanoyl]amino]pentanoyl]amino]propanoyl]azetidine-2-carbonyl]amino]-3-(p-tolyl)propanoate C(C)N([C@H](C(=O)[O-])CC1=CC=C(C=C1)C)C(=O)[C@H]1N(CC1)C([C@H](C)N(C([C@H]([C@H](CC)C)NC([C@H](CC(C)C)NC)=O)=O)C)=O